[N+](=O)([O-])C1=C(C=CC(=C1)F)C1N(CCOC1)S(=O)(=O)N (2-nitro-4-fluorophenyl)morpholine-4-sulfonamide